aminocopper nickel [Ni].N[Cu]